C(C)(C)(C)SC1CCC2=CC=C(C=C12)[N+](=O)[O-] 6-Nitroindan-1-yl (tert-butyl) sulfide